BrC=1C=C(CC2C(NC(CC2)=O)=O)C=CC1 3-(3-Bromobenzyl)piperidine-2,6-dione